5-[2-chloro-4-(cyanomethoxy)-3-fluoro-phenyl]-N-[3-chloro-4-[4-[(3S)-pyrrolidine-3-carbonyl]piperazine-1-carbonyl]phenyl]-1-methyl-imidazole-2-carboxamide formate C(=O)O.ClC1=C(C=CC(=C1F)OCC#N)C1=CN=C(N1C)C(=O)NC1=CC(=C(C=C1)C(=O)N1CCN(CC1)C(=O)[C@@H]1CNCC1)Cl